C(C)(C)(C)OC(=O)NC/C=C/COC[C@@]12C[C@H](N([C@H]2C1)C(CNC(=O)C=1C=CC=2C(C3=CC=CC=C3C2C1)(F)F)=O)C(=O)OCC1=CC=CC=C1 Benzyl (1S,3S,5R)-5-((((E)-4-((tert-butoxycarbonyl)amino)but-2-en-1-yl)oxy)methyl)-2-((9,9-difluoro-9H-fluorene-3-carbonyl)glycyl)-2-azabicyclo[3.1.0]hexane-3-carboxylate